(S)-6,8-diiodo-7-hydroxy-1,2,3,4-tetrahydroisoquinoline-3-carboxylic acid hydrochloride Cl.IC=1C=C2C[C@H](NCC2=C(C1O)I)C(=O)O